6-methoxy-3-(1-methyl-1,2,3,6-tetrahydropyridin-4-yl)-1H-pyrrolo[3,2-b]pyridine COC=1C=C2C(=NC1)C(=CN2)C=2CCN(CC2)C